FC1=C(C(=C(C(=C1F)F)F)F)[B-](C1=C(C(=C(C(=C1F)F)F)F)F)(C1=C(C(=C(C(=C1F)F)F)F)F)C1=C(C(=C(C(=C1F)F)F)F)F.C[NH+](C1=CC=CC=C1)CCCCCCCCCCCCCC N-methyl-N-tetradecylanilinium [tetrakis(perfluorophenyl)borate]